C(C1=CC=CC=C1)(C1=CC=CC=C1)=NC=1N=NC(=CC1C1COC1)C benzhydrylidene-[6-methyl-4-(oxetan-3-yl)pyridazin-3-yl]amine